gadolinium lanthanum oxysulfide O=S.[La].[Gd]